FC(C1=CC2=C(SC(=C2)C(=O)OCC2=CC=CC=C2)C=C1)(P(=O)(OC1=CC=CC=C1)NCC(=O)OC(C)C)F benzyl 5-(difluoro(((2-isopropoxy-2-oxoethyl)amino)(phenoxy)phosphoryl)methyl)benzo[b]thiophene-2-carboxylate